1-(5-(2-(2-(2,4-dimethylthiazol-5-yl)ethoxy)-4-fluorophenyl)-1-methyl-1H-indazol-3-yl)-N,N-dimethylmethanamine CC=1SC(=C(N1)C)CCOC1=C(C=CC(=C1)F)C=1C=C2C(=NN(C2=CC1)C)CN(C)C